(4-bromo-2-(bromomethyl)butyl)benzene BrCCC(CC1=CC=CC=C1)CBr